cbzsulfonamide C(=O)(OCC1=CC=CC=C1)S(=O)(=O)N